2-Bromo-3-iodo-6-phenylpyridine BrC1=NC(=CC=C1I)C1=CC=CC=C1